2-((4-fluoro-2-methylphenyl)amino)-4-(trifluoromethoxy)benzonitrile FC1=CC(=C(C=C1)NC1=C(C#N)C=CC(=C1)OC(F)(F)F)C